N-(2-(4,4-difluorocyclohexyl)-4-(1,3-dioxan-2-yl)pyridin-3-yl)-2-isopropylpyrimidine-5-carboxamide FC1(CCC(CC1)C1=NC=CC(=C1NC(=O)C=1C=NC(=NC1)C(C)C)C1OCCCO1)F